diethyl 8-(methoxy-d3)-2,2,14,14-tetramethylpentadecanedioate C(OC(CCCCCC(C(=O)OCC)(C)C)CCCCCC(C(=O)OCC)(C)C)([2H])([2H])[2H]